[Br-].C(C)(=O)NC[C@H]1CN(C(O1)=O)C1=CC(=C(C=C1)C1=CC=[N+](C=C1)CC=1OC(=CC1)[N+](=O)[O-])F (S)-4-{4-[5-(acetamidomethyl)-2-oxooxazolidin-3-yl]-2-fluorophenyl}-1-[(5-nitrofuran-2-yl)methyl]pyridin-1-ium bromide